C(C)(C)(C)OC(NCCCN([C@H](C(C)(C)C)C=1N(C=C(N1)C1=C(C=CC(=C1)F)F)CC1=CC=CC=C1)C(C1=CC=C(C=C1)N)=O)=O tert-Butyl-{3-[(4-aminobenzoyl) {(1R)-1-[1-benzyl-4-(2,5-difluorophenyl)-1H-imidazol-2-yl]-2,2-dimethylpropyl} amino]propyl}carbamate